2-(4-bromo-3-fluorophenyl)acetic acid ethyl ester C(C)OC(CC1=CC(=C(C=C1)Br)F)=O